The molecule is a maltotetraose tetrasaccharide in which the glucose residue at the reducing end is in the aldehydo open-chain form. It has a role as an antibacterial agent and an Escherichia coli metabolite. C([C@@H]1[C@H]([C@@H]([C@H]([C@H](O1)O[C@@H]2[C@H](O[C@@H]([C@@H]([C@H]2O)O)O[C@@H]3[C@H](O[C@@H]([C@@H]([C@H]3O)O)O[C@H]([C@@H](CO)O)[C@@H]([C@H](C=O)O)O)CO)CO)O)O)O)O